4-Amino-1-(4-methoxyphenyl)-1H-indazole NC1=C2C=NN(C2=CC=C1)C1=CC=C(C=C1)OC